C=1(C(=CC(=C(C1)C(=O)[O-])C(=O)[O-])C(=O)[O-])C(=O)[O-] benzene-1,2,4,5-tetracarboxylate